C(=CC)N1CCNCC1 N-(1-propenyl)piperazine